ClC1=CC=C2C=CNC2=C1C(=O)NNC(OC(C)(C)C)=O tert-butyl N-[(6-chloro-1H-indole-7-carbonyl)amino]carbamate